COC1=CC=C(OC2=CC=C(C=C2)N2N=C3C(NCC[C@@H]3N3CCN(CC3)S(=O)(=O)C3=C(C=CC=C3)[N+](=O)[O-])=C2C(=O)N)C=C1 (7S)-2-[4-(4-methoxyphenoxy)phenyl]-7-[4-(2-nitrobenzene-1-sulfonyl)piperazin-1-yl]-4,5,6,7-tetrahydro-2H-pyrazolo[4,3-b]pyridine-3-carboxamide